FC=1C(=C(C(=O)NC=2SC=CN2)C=CC1)NS(=O)(=O)C1=CC=C(C=C1)C 3-fluoro-2-((4-methylphenyl)sulfonamido)-N-(thiazol-2-yl)benzamide